1-[7-(2-methylbenzoyl)-9,9-dibutyl-fluoren-2-yl]-3-cyclohexylpropane-1,2-dione CC1=C(C(=O)C2=CC=C3C=4C=CC(=CC4C(C3=C2)(CCCC)CCCC)C(C(CC2CCCCC2)=O)=O)C=CC=C1